C(C1=CC=CC=C1)S(=O)(=O)N1C=CC2=C1N=CN=C2N 7-toluenesulfonyl-7H-pyrrolo[2,3-d]pyrimidin-4-amine